S1C=NC2=C1C=CC(=C2)NC(=O)C2CCN(CC2)S(=O)(=O)C=2C(=NN(C2)C)C N-(benzo[d]thiazol-5-yl)-1-((1,3-dimethyl-1H-pyrazol-4-yl)sulfonyl)piperidine-4-carboxamide